CN1CCN(CC1)C=1N(C=CC1)S(=O)(=O)C1=CC=C(C)C=C1 2-(1-methylpiperazin-4-yl)-1-p-toluenesulfonyl-1H-pyrrole